O[C@@H]1C[C@H]2[C@@H]([C@H]([C@H]3[C@@H]4CC[C@H]([C@@H](CCC(=O)O)C)[C@]4([C@H](C[C@@H]3[C@]2(CC1)C)O)C)O)O 3β,6β,7α,12α-tetrahydroxy-5β-cholan-24-oic acid